2-chloro-4-(o-tolyl)nicotinaldehyde ClC1=C(C=O)C(=CC=N1)C1=C(C=CC=C1)C